P([O-])([O-])=O.[Sn+4].P([O-])([O-])=O tin phosphonate